3-(4-(3-(piperidine-1-carbonyl)pyrazolo[1,5-a]pyridin-7-yl)phenyl)-1,2,4-oxadiazol-5(4H)-one N1(CCCCC1)C(=O)C=1C=NN2C1C=CC=C2C2=CC=C(C=C2)C2=NOC(N2)=O